6-(4-chlorobenzyl)-3-(((1,4-dihydroquinazolin-2-yl)thio)methyl)-5,6-dihydroimidazo[2,1-b]thiazole dihydrochloride Cl.Cl.ClC1=CC=C(CC2N=C3SC=C(N3C2)CSC=2NC3=CC=CC=C3CN2)C=C1